2-chloro-4-(biphenyl-4-yl)-6-(dibenzofuran-3-yl)-1,3,5-triazine ClC1=NC(=NC(=N1)C1=CC=C(C=C1)C1=CC=CC=C1)C=1C=CC2=C(OC3=C2C=CC=C3)C1